NC=1C2=C(N=CN1)N(C(=C2C2=CC(=C(C=C2)OC2=NC(=CC=C2)C)OC)C#CC2CN(C2)C2CCN(CC2)C(C=C)=O)C(C)C 1-(4-(3-((4-amino-7-isopropyl-5-(3-methoxy-4-(6-methylpyridin-2-yloxy)phenyl)-7H-pyrrolo[2,3-d]pyrimidin-6-yl)ethynyl)azetidin-1-yl)piperidin-1-yl)prop-2-en-1-one